4-chlorobenzyl (4-(1-(3,5-difluoroisonicotinamido)ethyl)phenyl)carbamate FC1=C(C(=O)NC(C)C2=CC=C(C=C2)NC(OCC2=CC=C(C=C2)Cl)=O)C(=CN=C1)F